OC[C@H]1OCC[C@@H]1O (2R,3S)-2-(hydroxymethyl)oxolan-3-ol